COC1=CC=C(OCCCCCCN2CCOCC2)C=C1 4-[6-(4-methoxyphenoxy)hexyl]morpholine